ClC1=CC=CC(=N1)C(CNC(=O)C1=NOC(=C1)C1=C(C=C(C=C1)Cl)Cl)(C)C=1C=NN(C1)C N-[2-(6-chloropyridin-2-yl)-2-(1-methylpyrazol-4-yl)propyl]-5-(2,4-dichlorophenyl)isoxazole-3-carboxamide